3-(2-ethylaminoethyl)-3-aminopropyltrimethoxysilane C(C)NCCC(CC[Si](OC)(OC)OC)N